(phenethyl)chromone C(CC1=CC=CC=C1)C=1OC2=CC=CC=C2C(C1)=O